urate C12=C(NC(=O)N1)NC(=O)NC2=O